Dimethyl-carbazole CC1=C(C=2NC3=CC=CC=C3C2C=C1)C